CN1N=C(N=N1)C(=O)O 2-methyl-2H-1,2,3,4-tetrazole-5-carboxylic acid